CNC=1C=CC=2N(C1C#N)C=CN2 6-(Methylamino)imidazo[1,2-a]pyridine-5-carbonitrile